NC=1C=2N(C3=CC(=CC=C3N1)C(=O)N(CC1CC1)CC1=NC=C(C=C1)C#N)C=NC2 4-amino-N-((5-cyanopyridin-2-yl)methyl)-N-(cyclopropylmethyl)imidazo[1,5-a]quinoxaline-8-carboxamide